O1CCN(CC1)CCCC=1C(=C(C(=O)N)C=CC1)NC1=CC=NC2=CC=CC=C12 Morpholinopropyl-[(quinolin-4-yl)amino]benzamide